acryloyloxylbutyltrimellitic acid C(C=C)(=O)OCCCCC1=C(C(C(=O)O)=CC=C1C(=O)O)C(=O)O